tri-hydroxymelamine ONC1=NC(=NC(=N1)NO)NO